N-(4-{2-[(3,3-difluoro-1-azetidinyl)carbonyl]-4-difluoromethoxyphenyl}-6-isopropoxy-2-pyridyl)-5-{[(S)-1-cyclopropylethylamino]methyl}-1-methyl-2-oxo-1,2-dihydronicotinamide FC1(CN(C1)C(=O)C1=C(C=CC(=C1)OC(F)F)C1=CC(=NC(=C1)OC(C)C)NC(C=1C(N(C=C(C1)CN[C@@H](C)C1CC1)C)=O)=O)F